FC=1C=CN2C1C(NC1=CC(=C(C=C21)F)CC2=NC(=CC=C2C=2CCNCC2)C(=O)NC)=O ((3,8-difluoro-4-oxo-4,5-dihydropyrrolo[1,2-a]quinoxalin-7-yl)methyl)-N-methyl-1',2',3',6'-tetrahydro-[3,4'-bipyridine]-6-carboxamide